6-amino-2-methyl-7-[1-(1-tritylpyrazol-4-yl)ethyl]pyrrolo[2,3-d]pyrimidine-5-carbonitrile NC1=C(C2=C(N=C(N=C2)C)N1C(C)C=1C=NN(C1)C(C1=CC=CC=C1)(C1=CC=CC=C1)C1=CC=CC=C1)C#N